(2S,6S)-2-(methoxymethyl)-2-methyl-1,4-dioxane COC[C@@]1(OCCOC1)C